3,7-dibromo-10-(4-bromophenyl)phenoxazine BrC=1C=CC=2N(C3=CC=C(C=C3OC2C1)Br)C1=CC=C(C=C1)Br